SCCCC(=O)C1C(C=CCC1(C)C)C 4-sulfanyl-1-(2,6,6-trimethylcyclohex-3-en-1-yl)butan-1-one